C(N)(=O)C1=CC=C(CCC=2C3=C(SC2C(=O)O)C=CC=C3F)C=C1 3-(4-carbamoyl-phenethyl)-4-fluorobenzo[b]thiophene-2-carboxylic acid